ClC=1C=C(CCN2C[C@@H](OCCC2)COC2=CC=C(C=C2)N(S(=O)(=O)C)C)C=CC1 (R)-N-(4-((4-(3-chlorophenethyl)-1,4-oxazepan-2-yl)methoxy)phenyl)-N-methylmethane-sulfonamide